CN(C1=CC2=C(SC(=C2)B(O)O)C=C1)C 5-(DIMETHYLAMINO)BENZO[B]THIOPHEN-2-YLBORONIC ACID